ClC1C=CC=CC1(Cl)C(C)=O 1-(3',4'-dichlorobenzene-4-yl)ethanone